FC=1C=C2C(=NC(=NC2=CC1)NCC(C)(O)C)N1CC=2C=C(C=NC2CC1)NC=1N(N=CC1)C 1-[[6-fluoro-4-[3-[(2-methylpyrazol-3-yl)amino]-7,8-dihydro-5H-1,6-naphthyridin-6-yl]quinazolin-2-yl]amino]-2-methyl-propan-2-ol